COC([C@@H](CCC(N)=O)NC(=O)OC(C)(C)C)=O (2R)-2-[(tert-Butoxycarbonyl)amino]-4-carbamoylbutyric acid methyl ester